2-[1-[3,6-dimethyl-2-[2-[(2-methylpropan-2-yl)oxycarbonyl]-2,7-diazaspiro[3.5]nonan-7-yl]-4-oxoquinazolin-8-yl]ethylamino]benzoic acid CN1C(=NC2=C(C=C(C=C2C1=O)C)C(C)NC1=C(C(=O)O)C=CC=C1)N1CCC2(CN(C2)C(=O)OC(C)(C)C)CC1